2-(7-hydroxy-4-methyl-5-oxo-3-phenoxy-4,5-dihydrothieno[3,2-b]pyridine-6-carboxamido)acetic acid OC=1C2=C(N(C(C1C(=O)NCC(=O)O)=O)C)C(=CS2)OC2=CC=CC=C2